6-bromothieno[2,3-d]pyrimidin-4-amine BrC1=CC2=C(N=CN=C2N)S1